N1=C(C=CC=C1)CC(CC1=NC=CC=C1)(P(O)(O)=O)P(O)(O)=O [1,3-bis(2-pyridyl)propane-2,2-diyl]bis(phosphonic acid)